FC1=CC=C(COC2=CC=C3CCN(CC3=C2)C(C=C)=O)C=C1 1-(7-((4-fluorobenzyl)oxy)-3,4-dihydroisoquinolin-2(1H)-yl)prop-2-en-1-one